1,3-Cycloheptadiene C1=CC=CCCC1